COC(\C(=C\OC)\C1=C(C=CC=C1)C(=NOC1=CC=C(C=C1)Cl)C)=O (E)-2-{2-[(4-chlorophenyl)-methyloximinomethyl]-phenyl}-3-methoxyacrylic acid methyl ester